OC=1C=C(C=CC1)SCC(=O)N 2-((3-hydroxyphenyl)thio)acetamide